8-[1-(4-nitrophenyl)-4-piperidyl]-2,8-diazaspiro[4.5]decane [N+](=O)([O-])C1=CC=C(C=C1)N1CCC(CC1)N1CCC2(CCNC2)CC1